ethyl 4-((3,4-dimethoxybenzyl)amino)-1-(tetrahydro-2H-pyran-2-yl)-1H-pyrazole-3-carboxylate COC=1C=C(CNC=2C(=NN(C2)C2OCCCC2)C(=O)OCC)C=CC1OC